Cl.NCC1=CC(NC=C1)=O 4-(aminomethyl)pyridin-2(1H)-one hydrochloride